FC1=C(C=CC(=C1F)C=1C(=NN(C1C)CCOCCNN)C)C1=CN=C(N1C)C(=O)N 5-[2,3-difluoro-4-[1-[2-(2-hydrazinoethoxy)ethyl]-3,5-dimethyl-pyrazol-4-yl]phenyl]-1-methyl-imidazole-2-carboxamide